4-chloro-6-(4-(4-isopropylpiperazin-1-yl)phenyl)-1-methyl-2-(4-(methylsulfonyl)phenyl)-1H-benzo[d]imidazole ClC1=CC(=CC=2N(C(=NC21)C2=CC=C(C=C2)S(=O)(=O)C)C)C2=CC=C(C=C2)N2CCN(CC2)C(C)C